(2R)-2-[[2-chloro-4-(2-chloro-4-fluoro-phenyl)-7-quinolyl]oxy]-1-(1-piperidyl)propan-1-one ClC1=NC2=CC(=CC=C2C(=C1)C1=C(C=C(C=C1)F)Cl)O[C@@H](C(=O)N1CCCCC1)C